5-CARBOXY-2-ETHOXYPHENYLBORONIC ACID C(=O)(O)C=1C=CC(=C(C1)B(O)O)OCC